O1C=CC=2C(=NC=CC21)C2=CC=C(C(=O)NCC(C)(C)O)C=C2 4-(furo[3,2-c]pyridin-4-yl)-N-(2-hydroxy-2-methylpropyl)benzamide